[4-(acetoxy)phenyl]methyl-(phenylmethyl)sulfonium hexafluorophosphate F[P-](F)(F)(F)(F)F.C(C)(=O)OC1=CC=C(C=C1)C[SH+]CC1=CC=CC=C1